C(C)N1CC2(CN(C2)C=2C=CC(=NC2)NC2=NC=C(C(=N2)C2=CC=C3C(N(C4(C3=C2)CCCC4)C)=O)F)C1 6'-(2-((5-(6-Ethyl-2,6-diazaspiro[3.3]heptan-2-yl)pyridin-2-yl)amino)-5-fluoropyrimidin-4-yl)-2'-methylspiro[cyclopentane-1,1'-isoindolin]-3'-one